N[C@@H]1CN(CC[C@@H]1O)C1=NN2C(S1)=NC=C2C2=C(C=C(C=C2)F)OC (3R,4S)-3-amino-1-(5-(4-fluoro-2-methoxyphenyl)imidazo[2,1-b][1,3,4]thiadiazol-2-yl)piperidin-4-ol